COC=1C=C2CCN(CC2=CC1OC)C(C=C)=O 1-(6,7-dimethoxy-3,4-dihydro-1H-isoquinolin-2-yl)prop-2-en-1-one